4-(3,3-dichloro-2-oxoindoline-5-ylsulfonyl)piperazine-1-carboxylic acid tert-butyl ester C(C)(C)(C)OC(=O)N1CCN(CC1)S(=O)(=O)C=1C=C2C(C(NC2=CC1)=O)(Cl)Cl